CN1CC(CCC1)N (1-methylpiperidin-3-yl)ammonia